6-Amino-2-fluoro-3-(4'-methoxy-2-methyl-1',2'-dihydrospiro[cyclopropane-1,3'-pyrrolo[2,3-b]pyridin]-5'-yl)-N,N-dimethylbenzamide NC1=CC=C(C(=C1C(=O)N(C)C)F)C=1C(=C2C(=NC1)NCC21C(C1)C)OC